(S)-4-ethyl-4-hydroxy-1H-pyran C(C)C1(C=COC=C1)O